N-[(2,6-difluoro-4-methoxy-phenyl)methyl]-3,4-dimethyl-pyrimido[4',5':4,5]thieno[2,3-c]pyridazin-8-amine FC1=C(C(=CC(=C1)OC)F)CNC1=NC=NC2=C1SC=1N=NC(=C(C12)C)C